O-trideuteromethyl-guanosine tert-butyl-4-(((2R)-4-(3-(2,6-dioxopiperidin-3-yl)-1-methyl-1H-indazol-7-yl)-2-methylpiperazin-1-yl)methyl)piperidine-1-carboxylate C(C)(C)(C)C1N(CCC(C1)CN1[C@@H](CN(CC1)C=1C=CC=C2C(=NN(C12)C)C1C(NC(CC1)=O)=O)C)C(=O)OC[C@@H]1[C@H]([C@H]([C@@H](O1)N1C=NC=2C(=O)NC(N)=NC12)OC([2H])([2H])[2H])O